C1CC12CCN(CC2)C2=NC(=CC=C2C(=O)NC2=NC(=CC=C2)S(NC(C)(C)C)(=O)=O)[C@@](CO)(C)O 2-(6-azaspiro[2.5]octan-6-yl)-6-((2R)-1,2-dihydroxy-2-propanyl)-N-(6-((2-methyl-2-propanyl)sulfamoyl)-2-pyridinyl)-3-pyridinecarboxamide